3-methylmorpholine-4-carboxamide CC1N(CCOC1)C(=O)N